(2-fluoro-4-((4-methylpyrimidin-2-yl)oxy)phenyl)-7-methyl-6-(4-aminophenyl)-7H-pyrrolo[2,3-d]pyrimidin-4-amine FC1=C(C=CC(=C1)OC1=NC=CC(=N1)C)C=1N=C(C2=C(N1)N(C(=C2)C2=CC=C(C=C2)N)C)N